C1(CC1)C=1N=CSC1C=O (4-cyclopropylthiazol-5-yl)methanone